1-[3-acetyl-6-[6-[(6-methylpyridazin-3-yl)amino]benzimidazol-1-yl]-2-pyridyl]-5-methyl-pyrrolidine-3-carbonitrile C(C)(=O)C=1C(=NC(=CC1)N1C=NC2=C1C=C(C=C2)NC=2N=NC(=CC2)C)N2CC(CC2C)C#N